(Z)-3-cyano-N'-hydroxy-5-(5-(trifluoromethyl)-2,3-dihydrobenzofuran-2-yl)benzimidamide C(#N)C=1C=C(/C(/N)=N/O)C=C(C1)C1OC2=C(C1)C=C(C=C2)C(F)(F)F